7-(2-pyridyloxy)imidazo[1,2-a]pyridine N1=C(C=CC=C1)OC1=CC=2N(C=C1)C=CN2